C(CC)C1=C(C=CC=C1)NC(=S)N N-(2-propylphenyl)thiourea